ClC=1C(=NC(=CC1)Cl)C(=O)NC(CO)CC(C)(C)C 3,6-Dichloro-N-(1-hydroxy-4,4-dimethylpentan-2-yl)picolinamide